5-trifluoromethoxy-1-pentanol FC(OCCCCCO)(F)F